C1(OCC(C)O1)=O.F[B-](F)(F)F tetrafluoroborate-propylene carbonate